2-(3'-chloro-[1,1'-biphenyl]-3-yl)-9-(naphthalen-2-yl)-1,10-phenanthroline ClC=1C=C(C=CC1)C1=CC(=CC=C1)C1=NC2=C3N=C(C=CC3=CC=C2C=C1)C1=CC2=CC=CC=C2C=C1